C(C)S(=O)(=O)C[C@@H]1[C@H](N(C1)C=1C=CC=C2C=C(N=CC12)NC1=NC(=NC=C1)N1CC([C@H]([C@H](C1)F)O)(C)C)C (4R,5S)-1-[4-({8-[(2R,3S)-3-[(ethanesulfonyl)meth-yl]-2-methylazetidin-1-yl]isoquinolin-3-yl}amino)pyrimidin-2-yl]-5-fluoro-3,3-dimethylpiperidin-4-ol